FC(C1=CC=C(C(=N1)OC)[C@H]1[C@H](O[C@]([C@H]1C)(C(F)(F)F)C)C(=O)OCC)F |r| ethyl rac-(2S,3S,4S,5R)-3-(6-(difluoromethyl)-2-methoxypyridin-3-yl)-4,5-dimethyl-5-(trifluoromethyl)tetrahydrofuran-2-carboxylate